FC1=CC=CC=2SC3=CC=CC=C3SC12 fluorothianthrene